O=CC1=CC(OC)=C(O)C=C1.[C] carbon vanillin